ClC1=CC(=C(C(=C1)C)C1(COC1)O)C 3-(4-chloro-2,6-dimethylphenyl)oxetan-3-ol